C(C)(C)(C)OC(=O)N1CC(C1)OC=1C=C(C(=O)N2CCN(CC2)C(=O)OCC2=CC=CC=C2)C=CC1 benzyl 4-[3-(1-tert-butoxycarbonylazetidin-3-yl)oxybenzoyl]piperazine-1-carboxylate